5-bromo-2-(difluoromethyl)-4-methoxypyridine BrC=1C(=CC(=NC1)C(F)F)OC